3-(5-(((3R,4R)-3-aminotetrahydro-2H-pyran-4-yl)oxy)-1-oxoisoindolin-2-yl)piperidine-2,6-dione N[C@@H]1COCC[C@H]1OC=1C=C2CN(C(C2=CC1)=O)C1C(NC(CC1)=O)=O